N1C=C(C2=CC=CC=C12)CC=NO indole-3-acetaldoxime